N,N-bis(2-hydroxyethyl)-2-aminoethanesulfonic Acid C(CO)N(CCO)CCS(=O)(=O)O